(1S,2S)-2-(3-chlorophenyl)-N-(4-(((6-cyclopropylimidazo[1,2-a]pyridin-2-yl)methyl)amino)-6-methoxypyridin-2-yl)cyclopropane-1-carboxamide ClC=1C=C(C=CC1)[C@@H]1[C@H](C1)C(=O)NC1=NC(=CC(=C1)NCC=1N=C2N(C=C(C=C2)C2CC2)C1)OC